N-(4-ethoxyphenyl)-2-[(7-oxo-5-propyl-7,8-dihydro[1,2,4]triazolo[4,3-a]pyrimidin-3-yl)sulfanyl]acetamide isocyanate [N-]=C=O.C(C)OC1=CC=C(C=C1)NC(CSC1=NN=C2N1C(=CC(N2)=O)CCC)=O